ClCC1=NC2=CC=CC=C2C(N1C1=C(C=CC(=C1)S(=O)(=O)C)OC(C)C)=O 2-(Chloromethyl)-3-(2-isopropoxy-5-(methylsulfonyl)phenyl)quinazolin-4(3H)-one